N-((4R,5R)-3-((S)-2-cyanopyrrolidine-1-carbonyl)-7-ethyl-4-(4-fluorophenyl)-1-(3-hydroxyphenyl)-6-oxo-4,5,6,7-tetrahydro-1H-pyrazolo[3,4-b]pyridin-5-yl)-3-(trifluoromethyl)benzamide C(#N)[C@H]1N(CCC1)C(=O)C1=NN(C=2N(C([C@@H]([C@@H](C21)C2=CC=C(C=C2)F)NC(C2=CC(=CC=C2)C(F)(F)F)=O)=O)CC)C2=CC(=CC=C2)O